ClC1=CC(=C(C(=O)O)C=C1)NC(=O)C1CC1 4-Chloro-2-(cyclopropanecarboxamido)benzoic acid